NC1=NC=2C=CC(=CC2C2=C1C=NN2C)C(=O)N([C@@H]2CO[C@@H](C1=C2C=CC(=C1)C(F)(F)F)C)C 4-amino-N,1-dimethyl-N-((1R,4S)-1-methyl-7-(trifluoromethyl)-3,4-dihydro-1H-2-benzopyran-4-yl)-1H-pyrazolo[4,3-c]quinoline-8-carboxamide